isopropyl (CIS)-2-(((1-(tert-butoxycarbonyl)piperidin-4-yl)oxy)methyl)-3-(4-methyl-1-((2-(trimethylsilyl)ethoxy)-methyl)-1H-pyrazol-3-yl)piperidine-1-carboxylate C(C)(C)(C)OC(=O)N1CCC(CC1)OC[C@@H]1N(CCC[C@@H]1C1=NN(C=C1C)COCC[Si](C)(C)C)C(=O)OC(C)C